C(C)OP(=O)(OCC)CC=1C=CC2=C(C=C(S2)C(=O)OCC2=CC=CC=C2)C1 benzyl 5-[(diethoxyphosphoryl)methyl]-1-benzothiophene-2-carboxylate